[3-tert-butyl-8-(morpholin-4-yl)-5-oxopyrido[2,3-e][1,2,4]triazolo[4,3-c]-pyrimidin-6(5H)-yl]acetic acid C(C)(C)(C)C1=NN=C2N1C(N(C1=C2N=CC(=C1)N1CCOCC1)CC(=O)O)=O